C1(=CC=CC=C1)C(CCC1=CC=C(C=C1)OC)=O 1-phenyl-3-(4-methoxyphenyl)-1-propanone